N-(2-(1H-imidazol-1-yl)ethyl)-5-(thiophen-2-yl)isoxazole-3-carboxamide N1(C=NC=C1)CCNC(=O)C1=NOC(=C1)C=1SC=CC1